methyl (S)-2-((4-(6-((4-cyano-2-fluorobenzyl) oxy) pyridin-2-yl) piperidin-1-yl) methyl)-4-methoxy-1-(oxetan-2-ylmethyl)-1H-benzo[d]imidazole-6-carboxylate C(#N)C1=CC(=C(COC2=CC=CC(=N2)C2CCN(CC2)CC2=NC3=C(N2C[C@H]2OCC2)C=C(C=C3OC)C(=O)OC)C=C1)F